FC1(C(C2=C(C=CC(=C12)OC1=CC(=CC=C1)F)C(F)(F)F)O)F 8,8-difluoro-2-m-fluorophenoxy-5-trifluoromethylbicyclo[4.2.0]octa-1,3,5-triene-7-ol